ClCC=1C=C(C2=C(N=C(O2)C2=NC(=CC(=C2)C2=C(C=C(C#N)C=C2)C2=NN=CN2C)C2CC2)C1)F 4-{2-[5-(chloromethyl)-7-fluoro-1,3-benzooxazol-2-yl]-6-cyclopropylpyridin-4-yl}-3-(4-methyl-1,2,4-triazol-3-yl)benzonitrile